CN(C(OC=1C=C2C(N(CC2=C(C1)OC)C1C(NC(CC1)=O)=O)=O)=O)C1=CC2=C(C(CO2)(C)C)C=C1 (2-(2,6-dioxopiperidin-3-yl)-7-methoxy-3-oxoisoindolin-5-yl) methyl(3,3-dimethyl-2,3-dihydrobenzofuran-6-yl)carbamate